ClC1=C(C=C(C=C1)C1=CN=C(S1)NC(=O)[C@@H]1CN(CC1)C#N)C(NCC#C)=O (S)-N-(5-(4-chloro-3-(prop-2-yn-1-ylcarbamoyl)phenyl)thiazol-2-yl)-1-cyanopyrrolidine-3-carboxamide